1,2-dimethyl-5-[7-[(3R)-3-methyl-3,4-dihydro-1H-isoquinoline-2-carbonyl]-2-(2-phenylacetyl)-3,4-dihydro-1H-isoquinolin-6-yl]pyrrole-3-carboxylic acid CN1C(=C(C=C1C=1C=C2CCN(CC2=CC1C(=O)N1CC2=CC=CC=C2C[C@H]1C)C(CC1=CC=CC=C1)=O)C(=O)O)C